FC(S(=O)(=O)OCCCCCCCCCCCCO)(F)F 12-hydroxydodecyl trifluoromethanesulfonate